3-((3-(5-chlorothien-2-yl)-1-isopropyl-1H-indazol-5-yl)amino)-2-methylpropanoic acid ClC1=CC=C(S1)C1=NN(C2=CC=C(C=C12)NCC(C(=O)O)C)C(C)C